C(C)(C)(C)C1=C(C=C(C=C1)NC1=CC=C(CN(C(=O)C2=CC=3CCCCC3C=C2)O)C=C1)F N-(4-((4-(tert-butyl)-3-fluorophenyl)amino)benzyl)-N-hydroxy-5,6,7,8-tetrahydronaphthalene-2-carboxamide